ClC1=NC(=NC(=C1C(C(F)(F)F)(F)F)C1=C(C=CC=C1)C)NS(=O)(=O)C=1C=NN(C1)C N-[4-chloro-6-(o-tolyl)-5-(1,1,2,2,2-pentafluoroethyl)pyrimidin-2-yl]-1-methyl-pyrazole-4-sulfonamide